Cl.C(C)(C)(C)C1=CC=C(CN2CCN(CC2)C2=NC=CC3=CC(=CC=C23)F)C=C1 1-(4-(4-(tert-butyl)benzyl)piperazin-1-yl)-6-fluoroisoquinoline hydrochloride